[Cl-].[Cl-].C[SiH](C)[Hf+](C1C=CC=2CCCCC12)C1C=CC=2CCCCC12.C[SiH](C)[Hf+](C1C=CC=2CCCCC12)C1C=CC=2CCCCC12 racemic-dimethylsilyl-bis(4,5,6,7-tetrahydro-1-indenyl)hafnium (IV) dichloride